ClC1=CC(=C(C=C1)NC(OC1CC(C1)(F)F)=O)C(N[C@H](C(C(=O)NC)=O)C[C@H]1C(NCC1)=O)=O (3,3-difluorocyclobutyl) N-[4-chloro-2-[[(1S)-3-(methylamino)-2,3-dioxo-1-[[(3S)-2-oxopyrrolidin-3-yl]methyl]propyl]carbamoyl]phenyl]carbamate